C1(CC1)C(=O)\N=C\1/C=C(C(=NN1COP(O)(O)=O)C(NC([2H])([2H])[2H])=O)NC1=NC=CC(=C1OC)C1=NN(N=C1)C {[(6E)-6-(cyclopropanecarbonylimino)-4-{[3-methoxy-4-(2-methyl-2H-1,2,3-triazol-4-yl)pyridin-2-yl]amino}-3-[(2H3)methylcarbamoyl]-1,6-dihydropyridazin-1-yl]methoxy}phosphonic acid